trifluoromethanesulfonic acid, dimethylphenylsulfonium salt C[S+](C1=CC=CC=C1)C.FC(S(=O)(=O)[O-])(F)F